FC=1C=CC(=NC1)NC(=O)C1=C(C2=C(N(C1=O)C)CCC2C)O N-(5-Fluoro-2-pyridyl)-4-hydroxy-1,5-dimethyl-2-oxo-6,7-dihydro-5H-cyclopenta[b]pyridine-3-carboxamide